NC1=C(C=C(C=C1)C=1C=CC2=C(C=3CN(C(C3C=C2)=O)CC(C(=O)N)=C)C1)OCC(N)=O 2-({8-[4-amino-3-(carbamoylmethoxy)phenyl]-3-oxo-1H,2H,3H-benzo[e]isoindol-2-yl}methyl)prop-2-enamide